BrC=1C=C(C=2N(C1)C=NC2)F 6-bromo-8-fluoroimidazo[1,5-a]pyridine